The molecule is a trehalose in which both glucose residues have beta-configuration at the anomeric carbon. It is a trehalose and a beta-D-glucoside. C([C@@H]1[C@H]([C@@H]([C@H]([C@@H](O1)O[C@H]2[C@@H]([C@H]([C@@H]([C@H](O2)CO)O)O)O)O)O)O)O